COC1=CC=C(C=C1)NC(=O)N1CC2C(C1)CC(C2)C2=CC=CC=C2 N-(4-methoxyphenyl)-5-phenylhexahydrocyclopenta[c]pyrrole-2(1H)-carboxamide